BrC1=C(C#N)C=CC=C1OC1=CC(=CC(=C1)F)Cl 2-bromo-3-(3-chloro-5-fluoro-phenoxy)benzonitrile